4-({[1-(4,4-Difluorocyclohexyl)piperidin-4-yl]oxy}methyl)-1,3-thiazol-2-amine FC1(CCC(CC1)N1CCC(CC1)OCC=1N=C(SC1)N)F